CC([C@@H](C(N1CC=CC[C@@H]1C=1C=NC=CC1)=O)N1C(C2=CC=CC=C2C1=O)=O)C 2-((S)-3-methyl-1-oxo-1-((R)-6-(pyridin-3-yl)-5,6-dihydropyridin-1(2H)-yl)butan-2-yl)isoindoline-1,3-dione